COC(=O)N1CC2=C(CC1)C(=NN2)C(=O)N2CCC(CC2)C2=C(C(=C(C=C2)F)F)C(F)(F)F 3-(4-(3,4-difluoro-2-(trifluoromethyl)phenyl)piperidine-1-carbonyl)-1,4,5,7-tetrahydro-6H-pyrazolo[3,4-c]pyridine-6-carboxylic acid methyl ester